CSCCN(CCN)C(C)C1=C(C(=CC=C1)Cl)F N1-(2-(methylthio)ethyl)-N1-(1-(3-chloro-2-fluorophenyl)ethyl)ethane-1,2-diamine